2-(6-(((1S,3S)-3-((5-methyl-1,3,4-oxadiazol-2-yl)amino)cyclopentyl)amino)pyridin-3-yl)pyridazin CC1=NN=C(O1)N[C@@H]1C[C@H](CC1)NC1=CC=C(C=N1)N1NC=CC=C1